C(C)(C)(C)OC(CCOCCCN1[C@@H](CCC1)COC=1N=C(C2=C(N1)C(=C(N=C2)Cl)F)N2CC1CCC(C2)N1C(=O)OCC1=CC=CC=C1)=O benzyl 3-(2-(((S)-1-(3-(3-(tert-butoxy)-3-oxopropoxy) propyl) pyrrolidin-2-yl) methoxy)-7-chloro-8-fluoropyrido[4,3-d]pyrimidin-4-yl)-3,8-diazabicyclo[3.2.1]octane-8-carboxylate